3,5-dichloro-2-[7-(cis-3-hydroxy-3-methylcyclobutyl)-5-methyl-7H-pyrrolo[2,3-c]pyridazin-3-yl]phenol ClC=1C(=C(C=C(C1)Cl)O)C1=CC2=C(N=N1)N(C=C2C)C2CC(C2)(C)O